tert-butyl 2,2-dioxooxathiazolidine-3-carboxylate CC(C)(C)OC(=O)N1CCOS1(=O)=O